ClC1=C(C(=CC(=C1)C#N)F)NC=1N(C2=NC(=NC=C2N1)N[C@H]1C[C@H](CCC1)O)C1CCC(CC1)(C(=O)N)C (1S,4s)-4-(8-(2-chloro-4-cyano-6-fluorophenylamino)-2-((1R,3S)-3-hydroxycyclohexylamino)-9H-purin-9-yl)-1-methylcyclohexanecarboxamide